CP(=O)(C)C1=NC=CC=C1C1=C(C(=C(C=C1)N1C([C@@H](CC1)NC(=O)NC1=C(C=C(C=C1)C(F)(F)F)F)=O)F)F (R)-1-(1-(4-(2-(dimethylphosphoryl)pyridin-3-yl)-2,3-difluorophenyl)-2-oxopyrrolidin-3-yl)-3-(2-fluoro-4-(trifluoromethyl)phenyl)urea